O-β-D-galactopyranosyl-L-ascorbate [C@@H]1([C@H](O)[C@@H](O)[C@@H](O)[C@H](O1)CO)OC=1C(=O)O[C@@H](C1[O-])[C@@H](O)CO